ClC=1C(=C2C(=NC1N1CC3(CN(C3)C(C=C)=O)CC1)CC(OC2)(C)C)C2=C1C=NNC1=CC=C2C (M)-1-(6-(3-chloro-7,7-dimethyl-4-(5-methyl-1H-indazol-4-yl)-7,8-dihydro-5H-pyrano[4,3-b]pyridin-2-yl)-2,6-diazaspiro[3.4]octan-2-yl)-2-propen-1-one